CON(C(=O)[C@H]1OCCC1)C (S)-N-methoxy-N-methyltetrahydrofuran-2-amide